OP(O)OP(O)O.C(CCCCCCCCC)C(O)(C(CO)(CO)CO)CCCCCCCCCC didecyl-pentaerythritol diphosphite